NC1CCC(N(C1)C(=O)OC(C)(C)C)(C)C tert-butyl 5-amino-2,2-dimethylpiperidine-1-carboxylate